[Mg].O1C=C(C(=O)C=2C(O)=CC(O)=CC12)C1=CC=C(O)C=C1 genistein magnesium salt